dimethyl-1,2-butylene glycol CC(C(CC)O)(C)O